6-(1-bromoethyl)-5-((ethoxycarbonyl)amino)nicotinic acid methyl ester COC(C1=CN=C(C(=C1)NC(=O)OCC)C(C)Br)=O